2-CYCLOHEXENE-1-OL C1(C=CCCC1)O